1-((2S,5R)-5-((5-(cyclopropylmethyl)-7H-pyrrolo[2,3-d]pyrimidin-4-yl)amino)-2-ethylpiperidin-1-yl)prop-2-en-1-one C1(CC1)CC1=CNC=2N=CN=C(C21)N[C@@H]2CC[C@@H](N(C2)C(C=C)=O)CC